2-(4-{[(14-amino-3,6,9,12-tetraoxatetradecan-1-yl)carbamoyl]methyl}-7,10-bis(carboxymethyl)-1,4,7,10-tetraazacyclododecan-1-yl)acetic acid NCCOCCOCCOCCOCCNC(=O)CN1CCN(CCN(CCN(CC1)CC(=O)O)CC(=O)O)CC(=O)O